ClC1=CC=C(CNC(=O)NC2=CC=C(C=C2)CS(=O)(=O)C(C)C)C=C1 1-(4-chlorobenzyl)-3-(4-((isopropylsulfonyl)methyl)phenyl)urea